(3aR,5r,6aS)-5-hydroxycyclopenta[c]pyrrole-2(1H)-carboxylate OC1=CC=2C(CN(C2)C(=O)[O-])=C1